3-(4-aminoimidazo[2,1-f][1,2,4]triazin-7-yl)-N-(1-cyanocyclopropyl)-4-methylbenzenesulfonamide NC1=NC=NN2C1=NC=C2C=2C=C(C=CC2C)S(=O)(=O)NC2(CC2)C#N